butyl-5-tert-butyl-4-hydroxy-5-methyl-pyrazol C(CCC)C=1N=NC(C1O)(C)C(C)(C)C